C(C1=CC=CC=C1)N=S(=O)(NC(NC1=C2CCCC2=CC=2CCCC12)=O)C=1C=NN2C1OCCC2 N'-benzyl-N-((1,2,3,5,6,7-hexahydro-s-indacen-4-yl)carbamoyl)-6,7-dihydro-5H-pyrazolo[5,1-b][1,3]oxazine-3-sulfonimidamide